ClC1=C2C=CNC2=CC(=C1)NC(NCC1=CC(=CC=C1)CCOC)=O 3-(4-chloro-1H-indol-6-yl)-1-{[3-(2-methoxyethyl)phenyl]methyl}urea